C(#N)C=CC1=CC(=C(C(=C1)F)NC1=NC=NC2=CC=CC=C12)F 4-((4-(2-cyanovinyl)-2,6-difluorophenyl)amino)quinazolin